C(C)(C)(C)OC(=O)N1C(CNCC1)C1=C(C=C2C(=N1)OC(C2)(C)C)[N+](=O)[O-] (2,2-dimethyl-5-nitro-3H-furo[2,3-b]pyridin-6-yl)piperazine-1-carboxylic acid tert-butyl ester